3-chloro-6-((1R,2S,5S,6R)-2-(difluoromethyl)-3-oxabicyclo[3.1.0]hexan-6-yl)-2-(2-fluorobenzyl)-2,6-dihydro-7H-pyrazolo[3,4-d]pyridazin-7-one ClC=1N(N=C2C(N(N=CC21)[C@@H]2[C@H]1CO[C@@H]([C@@H]21)C(F)F)=O)CC2=C(C=CC=C2)F